F[C@@H]1[C@@H]([C@@H](N(C1)C(=O)C1(CCC1)O)CC=1C(=C(C=CC1)C1=CC(=CC=C1)C)F)NS(=O)(=O)C1CC1 N-[(2S,3R,4S)-4-fluoro-2-[(2-fluoro-3'-methyl[1,1'-biphenyl]-3-yl)methyl]-1-(1-hydroxycyclobutane-1-carbonyl)pyrrolidin-3-yl]cyclopropanesulfonamide